COC=1C=C(CCC2=C(C(=O)O)C=C(C(=C2)F)F)C=CC1OC 2-(3,4-dimethoxyphenethyl)-4,5-difluorobenzoic acid